N-[3-fluoro-5-(quinazolin-7-yl)phenyl]prop-2-enamide FC=1C=C(C=C(C1)C1=CC=C2C=NC=NC2=C1)NC(C=C)=O